(R)-2-Methyl-6-(5-(3-methylmorpholinyl)-2-oxoindolin-3-ylidene)-1,4,5,6-tetrahydrocyclopenta[b]pyrrole-3-carboxylic acid ethyl ester C(C)OC(=O)C=1C2=C(NC1C)C(CC2)=C2C(NC1=CC=C(C=C21)N2[C@@H](COCC2)C)=O